CNC(C(=O)O)CC1=CC=C(C=C1)C(N(OC1OCCCC1)C)=O 2-(Methylamino)-3-(4-(methyl((tetrahydro-2H-pyran-2-yl)oxy)carbamoyl)phenyl)propanoic acid